Cl.N[C@H](C)C1=C(C2=NC(=CC(=C2S1)NCC=1SC=CC1)Cl)C 2-[(1R)-1-aminoethyl]-5-chloro-3-methyl-N-[(thiophen-2-yl)methyl]thieno[3,2-b]pyridin-7-amine hydrochloride